CN(C(OC(C)(C)C)=O)C1(CC1)C=1OC=CN1 tert-butyl N-methyl-N-[1-(1,3-oxazol-2-yl)cyclopropyl]carbamate